The molecule is a D-alpha-amino acid zwitterion that is D-tyrosine in which a proton has been transferred from the carboxy group to the amino group. It is the major species at pH 7.3. It is a tautomer of a D-tyrosine. C1=CC(=CC=C1C[C@H](C(=O)[O-])[NH3+])O